FC1=CC(=C2[C@H](COCC2=C1)C)C(C(=O)O)N([C@@H]1C[C@H](CC1)OCCCCC1=NC=2NCCCC2C=C1)C ((R)-7-fluoro-4-methylisochroman-5-yl)-2-(methyl((1S,3S)-3-(4-(5,6,7,8-tetrahydro-1,8-naphthyridin-2-yl)butoxy)cyclopentyl)amino)acetic acid